Tri-erbium (III) oxide [O-2].[Er+3].[Er+3].[Er+3]